(-)-N-[(cis)-4-hydroxy-1,1-dioxidotetrahydro-thiophen-3-yl]-3-oxo-2-(1,2-thiazol-4-yl)-6-[4-(trifluoromethyl)phenyl]-2,3-dihydropyridazine-4-carboxamide O[C@@H]1[C@@H](CS(C1)(=O)=O)NC(=O)C=1C(N(N=C(C1)C1=CC=C(C=C1)C(F)(F)F)C=1C=NSC1)=O